C1(CCCCC1)OC(=O)C1=C(NC(=C(C1C1=CSC2=NC=CC=C21)C(C)=O)C)C 5-acetyl-2,6-dimethyl-4-(thieno[2,3-b]pyridin-3-yl)-1,4-dihydropyridine-3-carboxylic acid cyclohexyl ester